COC1=CC=C(C=C1)N1CCN(CCC1)C(=O)C1=C(OC=2N=CN=C(C21)NC2(CC2)C)C 5-[4-(4-methoxyphenyl)-1,4-diazacycloheptane-1-carbonyl]-6-methyl-N-(1-methylcyclopropyl)furo[2,3-d]pyrimidin-4-amine